3-(acetylsulfo)-2-[(acetylsulfo)methyl]propionic acid C(C)(=O)OS(=O)(=O)CC(C(=O)O)CS(=O)(=O)OC(C)=O